C(C)(=O)OCCC1=CC=CC2=C1O[C@@H](CN2C)C=2C=C(C1=C(C=CO1)C2OC)C2=C(C(=CC=C2)CNC(=O)OC(C)(C)C)F |r| (±)-2-(2-(7-(3-(((tert-butoxycarbonyl)amino)methyl)-2-fluorophenyl)-4-methoxybenzofuran-5-yl)-4-Methyl-3,4-dihydro-2H-benzo[b][1,4]oxazin-8-yl)ethyl acetate